P(=O)(OCC(CBr)Br)(OCC(CBr)Br)[O-] di-(2,3-dibromopropyl) phosphate